CN1C2CC(CC1CC2)OC(CCNC=2N=[N+](C1=C([N+]2[O-])C=CC(=C1)Br)[O-])=O 3-((3-((8-methyl-8-azabicyclo[3.2.1]octan-3-yl)oxy)-3-oxopropyl)amino)-7-bromobenzo[e][1,2,4]triazine-1,4-dioxide